FC(C1=NN=C(O1)C1=CC(=C(CN2C(N(C3=C2C=CC(=C3)C3CCN(CC3)C(CO)=O)C3CCN(CC3)C)=O)C=C1)F)F 1-(4-(5-(difluoromethyl)-1,3,4-oxadiazol-2-yl)-2-fluorobenzyl)-5-(1-(2-hydroxyacetyl)piperidin-4-yl)-3-(1-methylpiperidin-4-yl)-1,3-dihydro-2H-benzo[d]imidazol-2-one